5-(3-{1-[3-fluoro-5-(trifluoromethyl)phenyl]ethoxy}pyridin-2-yl)-1-methyl-1H-pyrrole-3-carboxylic acid methyl ester COC(=O)C1=CN(C(=C1)C1=NC=CC=C1OC(C)C1=CC(=CC(=C1)C(F)(F)F)F)C